O[C@H]1[C@@H](O[C@@H]([C@H]1O)CO)N1C(N=C(C=C1)NC(C)=O)=O N-(1-((2R,3R,4S,5R)-3,4-dihydroxy-5-(hydroxymethyl)tetrahydrofuran-2-yl)-2-oxo-1,2-dihydropyrimidin-4-yl)acetamide